F[C@@H]1C[C@H](N(C1)C(CC1=CN=NN1)=O)C(=O)N[C@@H](C1=CC=CC=C1)C1=NC(=C(C=C1)C(C)C)OC |o1:17| (2S,4R)-4-fluoro-N-[(S) or (R)-[6-methoxy-5-(propan-2-yl)pyridin-2-yl](phenyl)methyl]-1-[2-(1H-1,2,3-triazol-5-yl)acetyl]pyrrolidine-2-carboxamide